ClC1=C2C(=NC=C1[N+](=O)[O-])N(C=C2)S(=O)(=O)C2=CC=CC=C2 4-Chloro-5-nitro-1-(benzenesulfonyl)-1H-pyrrolo[2,3-b]pyridine